ClC1=NC(=CC2=C1C=NN2C)Cl 4,6-dichloro-1-methyl-1H-pyrazolo[4,3-c]pyridine